FC(C1=NC=C(C=N1)C=C1CC2(CN(C2)C(=O)OC(C)(C)C)C1)(F)F tert-butyl 6-[[2-(trifluoromethyl)pyrimidin-5-yl]methylene]-2-azaspiro[3.3]heptane-2-carboxylate